C(C)C1=NC=CC=C1OC1=C(CN2C[C@@H](N([C@@H](C2)C)C(C(C)C)=O)C(=O)O)C(=CC=C1)F (2R,6R)-4-(2-((2-ethylpyridin-3-yl)oxy)-6-fluorobenzyl)-1-isobutyryl-6-methylpiperazine-2-carboxylic acid